CN(CCOC=1C=CC(=C(C(=O)N[C@H](C)C2=CC(=CC(=C2)C=2C=NN(C2)C)C=2C=NN(C2)COC)C1)C)C (R)-5-(2-(dimethylamino)ethoxy)-N-(1-(3-(1-(methoxymethyl)-1H-pyrazol-4-yl)-5-(1-methyl-1H-pyrazol-4-yl)phenyl)ethyl)-2-methylbenzamide